5-amino-8-[2-chloro-6-(hydroxymethyl)-4-pyridinyl]-7-phenyl-2-[[(2R)-tetrahydrofuran-2-yl]methyl]-[1,2,4]triazolo[4,3-c]pyrimidin-3-one NC1=NC(=C(C=2N1C(N(N2)C[C@@H]2OCCC2)=O)C2=CC(=NC(=C2)CO)Cl)C2=CC=CC=C2